Ethyl (S)-3-((tert-butoxycarbonyl)(1-cyanopropan-2-yl)amino)propanoate C(C)(C)(C)OC(=O)N(CCC(=O)OCC)[C@H](CC#N)C